C1(CC1)CNC1=CC(=CC=C1)C(C(F)(F)F)(C)C N-(cyclopropylmethyl)-3-(1,1,1-trifluoro-2-methylpropan-2-yl)aniline